CC1=CC(=NN1C1CCN(C2(CC2)C1)C)NC(C1=C(C=CC=C1)N1CCC2(CC2)CC1)=O N-(5-methyl-1-(4-methyl-4-azaspiro[2.5]octan-7-yl)-1H-pyrazol-3-yl)-2-(6-azaspiro[2.5]octan-6-yl)benzamide